COC1=CC(=C(C=N1)CC(O)O)C(F)(F)F 2-(6-Methoxy-4-(trifluoromethyl)pyridin-3-yl)ethane-1,1-diol